BrC1=NN(C(=C1)C(=O)O)C[C@@H](C)NC(=O)OC(C)(C)C (R)-3-bromo-1-(2-((tert-butoxycarbonyl)amino)propyl)-1H-pyrazole-5-carboxylic acid